(3-bromo-5-((3-bromo-4-fluorophenyl)sulfonyl)-4-fluorophenyl)methanol BrC=1C=C(C=C(C1F)S(=O)(=O)C1=CC(=C(C=C1)F)Br)CO